(R)-4-(2-oxooxazolidin-3-yl)-3-(4-methylphenyl)-N-((R)-1-(2-(trifluoromethyl)pyrimidin-5-yl)ethyl)-4,5-dihydro-1H-pyrazol-1-carboxamide m-Tolylacetat C1(=CC(=CC=C1)CC(=O)O)C.O=C1OCCN1[C@H]1C(=NN(C1)C(=O)N[C@H](C)C=1C=NC(=NC1)C(F)(F)F)C1=CC=C(C=C1)C